(nonafluorobiphenyl) borate B(O)(O)O.FC=1C(=C(C(=C(C1)C1=C(C(=C(C(=C1F)F)F)F)F)F)F)F